1-[(4-amino-2-nitrophenyl)azo]-7-(trimethylammonio)-2-naphthol chloride [Cl-].NC1=CC(=C(C=C1)N=NC1=C(C=CC2=CC=C(C=C12)[N+](C)(C)C)O)[N+](=O)[O-]